FC1=CC=C(C=C1)CN(C1=C(C(=NN1C(C1=C(C=CC=C1)OC)=O)C1C(N(C1C(F)(F)F)CC(=O)N1CCOCC1)=O)OC)C 3-(5-{[(4-fluorophenyl)methyl](methyl)amino}-4-methoxy-1-(2-methoxybenzoyl)-1H-pyrazol-3-yl)-1-[2-(morpholin-4-yl)-2-oxoethyl]-4-(trifluoromethyl)azetidin-2-one